Vinylidene Carbonate C1(OC(=C)O1)=O